ClC1=NC(=NO1)C1=CC(=C(C=C1)OC)OC 5-chloro-3-(3,4-dimethoxyphenyl)-1,2,4-oxadiazole